FC1([C@H]2CC(C[C@@H]12)NC=1C(=NC=CN1)S(=O)(=O)NC)F (((1r,3s,5s)-6,6-difluorobicyclo[3.1.0]hexane-3-yl)amino)-N-methylpyrazine-2-sulfonamide